OCCN1CN(CN(C1)CCO)CCO 1,3,5-tris-(2-hydroxyethyl)-hexahydro-s-triazine